FC1=C2C(=C(C=3N=C(NC31)CCNC)F)CC(C2)C(=O)OC methyl 4,8-difluoro-2-[2-(methylamino)ethyl]-3,5,6,7-tetrahydrocyclopenta[f]benzimidazole-6-carboxylate